4-iodo-1-methyl-1H-pyrazolo[3,4-b]pyridine IC1=C2C(=NC=C1)N(N=C2)C